COC1=C(C=CC(=C1)CNC(C1=C(C=CC=C1)OC)=O)C1=NN2C(NC3=C(CC2)C=CC=C3)=C1C(=O)N 2-(2-methoxy-4-((2-methoxybenzamido)methyl)phenyl)-9,10-dihydro-4H-benzo[d]pyrazolo[1,5-a][1,3]diazepine-3-carboxamide